ClC=1C2=C(N=CN1)N(C=C2)[C@@H]2CC([C@H]1OC(O[C@H]12)(C)C)=C 4-chloro-7-((3aS,4R,6aR)-2,2-dimethyl-6-methylenetetrahydro-4H-cyclopenta[d][1,3]dioxol-4-yl)-7H-pyrrolo[2,3-d]pyrimidine